BrC=1C=2N(C(NN1)=O)C=CC2 1-Bromopyrrolo[1,2-d][1,2,4]triazin-4(3H)-one